2-(5-(((1R,4R,5R,6R)-6-fluoro-1,4-dimethyl-2-azabicyclo[2.2.1]heptan-5-yl)oxy)-1,3,4-thiadiazol-2-yl)-5-(1H-imidazol-1-yl)phenol F[C@H]1[C@@H]([C@]2(CN[C@@]1(C2)C)C)OC2=NN=C(S2)C2=C(C=C(C=C2)N2C=NC=C2)O